FC(CC=1C=C2C(=NC=NC2=CC1)N1CCC2(CCN(CC2)C(=O)[O-])CC1)(F)F 9-[6-(2,2,2-trifluoroethyl)quinazolin-4-yl]-3,9-diazaspiro[5.5]undecane-3-carboxylate